ClCC1(CN(C1)CC1=CC(=C2CN(C(C2=C1)=O)C1=CC(=CC=C1)C1(COC1)[C@@H](C1=NN=CN1C)F)C(F)(F)F)C (S)-6-((3-(chloromethyl)-3-methylazetidin-1-yl)methyl)-2-(3-(3-(fluoro(4-methyl-4H-1,2,4-triazol-3-yl)methyl)oxetan-3-yl)phenyl)-4-(trifluoromethyl)isoindolin-1-one